2-(1-(3-amino-6-(2-hydroxyphenyl)pyridazin-4-yl)-4-hydroxypiperidin-4-yl)acetic acid NC=1N=NC(=CC1N1CCC(CC1)(O)CC(=O)O)C1=C(C=CC=C1)O